C(C)(C)(C)OC(=O)N1CCC(CC1)COC=1C(=CC(=NC1)C(=O)OC)C#N methyl 5-((1-(tert-butoxycarbonyl) piperidin-4-yl) methoxy)-4-cyanopicolinate